O1CCC(CC1)C(=O)OC(C1=CC=CC=C1)Cl chloro(phenyl)methyl tetrahydro-2H-pyran-4-carboxylate